CC1=C(C(=O)NC2(CC2)C2=CC=CC3=CC=CC=C23)C=C(C=C1)OCC1N(CC1)C1=CC=CC=C1 2-methyl-N-(1-(naphthalen-1-yl)cyclopropyl)-5-((1-phenylazetidin-2-yl)methoxy)benzamide